4-thiophen-2-yl-2,4-dioxobutyric acid S1C(=CC=C1)C(CC(C(=O)O)=O)=O